FC(C=1C(=C(C=CC1)[C@@H](C)NC1=CN=NC2=CC(=C(C=C12)O[C@@H]1COCC1)OC)F)F N-((R)-1-(3-(difluoromethyl)-2-fluorophenyl)ethyl)-7-methoxy-6-(((S)-tetrahydrofuran-3-yl)oxy)cinnolin-4-amine